N-Benzyl-N-hydroxy-2,2-dimethylbutanamide C(C1=CC=CC=C1)N(C(C(CC)(C)C)=O)O